C1(=C(C=CC=C1)C1=C(C(=C(C2=C1OC1=C2C=CC=C1)C1=C(C(=C(C=C1)C1=CC=CC=C1)C1=C(C(=CC=2C3=CC=CC=C3CC12)C)C)C1=NN=NC=C1)C1=CC=CC=C1)C1=C(C(=CC=2C3=CC=CC=C3CC12)C)C)C1=CC=CC=C1 (biphenylyl)(dimethylfluorenyl)(phenyl)[(phenyl)(dimethylfluorenyl)triazinylphenyl]dibenzofuran